OCC(C(C(C)C)OC(C(C)C)=O)(C)C isobutyric acid 1-hydroxy-2,2,4-trimethyl-3-pentyl ester